C1(C=CC=C1)[Pt]C[Si](C=C(C)C)(C)C (cyclopentadienyl)dimethyldimethylvinylsilylmethyl-platinum